N-acryloylphenethylamine C(C=C)(=O)NCCC1=CC=CC=C1